P(=O)(O)(O)O.C(C)N ethyl-amine (phosphate)